BrC=1C(=C(C(=CC1)O)C=1C(=CC=CC1)O)Br dibromo-2,2'-biphenol